C(C1=CC=CC=C1)OC(=O)N1CCC=2C=C(C(=NC2C1)OC[C@H]1N(CCC1)C)N1C[C@@H](N(CC1)C(=O)OC(C)(C)C)CC#N ((S)-4-(tert-Butoxycarbonyl)-3-(cyanomethyl)piperazin-1-yl)-2-(((S)-1-methylpyrrolidin-2-yl)methoxy)-5,8-dihydro-1,7-naphthyridine-7(6H)-carboxylic acid benzyl ester